1,4-butanediol bis(4-aminobenzoate) NC1=CC=C(C(=O)OCCCCOC(C2=CC=C(C=C2)N)=O)C=C1